1-Propyl-4-[4-(1-propyl-4-piperidyl)butyl]piperidine C(CC)N1CCC(CC1)CCCCC1CCN(CC1)CCC